4-(2-((2-oxabicyclo[2.2.2]oct-4-yl)methoxy)-4-((1r,5s)-3,8-diazabicyclo[3.2.1]oct-3-yl)-8-fluoropyrido[4,3-d]pyrimidin-7-yl)-5-ethynyl-6-fluoronaphthalen-2-amine C12OCC(CC1)(CC2)COC=2N=C(C1=C(N2)C(=C(N=C1)C1=CC(=CC2=CC=C(C(=C12)C#C)F)N)F)N1C[C@H]2CC[C@@H](C1)N2